2-oxa-6-azaspiro[3.3]heptan-6-yl-[4-[4-[(3R)-3-[(2,5,7-trimethyl-[1,2,4]triazolo[1,5-a]pyrimidin-6-yl)oxy]pyrrolidin-1-yl]phenyl]cyclohexyl]methanone C1OCC12CN(C2)C(=O)C2CCC(CC2)C2=CC=C(C=C2)N2C[C@@H](CC2)OC=2C(=NC=1N(C2C)N=C(N1)C)C